1-(2-butoxy-1-methylethoxy)propan-2-ol C(CCC)OCC(OCC(C)O)C